NC[C@H](O)[C@@H](O)[C@H](O)[C@H](O)CO D-(+)-glucamine